N1(N=CN=C1)CCNC=1C=CC(=NC1)NCC1=CC=C(C=C1)F N5-(2-(1H-1,2,4-triazol-1-yl)ethyl)-N2-(4-fluorobenzyl)pyridine-2,5-diamine